FC1(CCC(CC1)NC(=O)C=1C=NC(=C(C1)C1=CC(=CC(=C1)F)F)OC)F N-(4,4-difluorocyclohexyl)-5-(3,5-difluorophenyl)-6-methoxypyridine-3-carboxamide